N-methyl-2-(p-tolyloxy)ethanamine CNCCOC1=CC=C(C=C1)C